ClC1=NC=C(C(=O)NC([2H])([2H])[2H])C(=C1)NC1=CN(C2=C1C(N(C=C2F)CC(F)(F)F)=O)C 6-Chloro-4-((7-fluoro-1-methyl-4-oxo-5-(2,2,2-trifluoroethyl)-4,5-dihydro-1H-pyrrolo[3,2-c]pyridin-3-yl)amino)-N-(methyl-d3)nicotinamide